((3R,4R)-4-methyltetrahydrofuran-3-yl)-7H-pyrrolo[2,3-d]pyrimidine-6-carbonitrile C[C@@H]1[C@@H](COC1)C=1N=CC2=C(N1)NC(=C2)C#N